7-methylbicyclo[2.2.1]heptane-2,3-dicarboxylic anhydride CC1C2C3C(C1CC2)C(=O)OC3=O